Ethyl 4-chloro-8-oxo-11-thia-1,3-diazatetracyclo[8.7.0.02,7.012,17]-heptadeca-2(7),3,5,9,12,14,16-heptaene-9-carboxylate ClC1=NC=2N3C4=CC=CC=C4SC3=C(C(C2C=C1)=O)C(=O)OCC